(E)-3-amino-6-bromo-N-(2-(3-hydroxy-3-methylbut-1-ynyl)pyridin-4-yl)pyrazine-2-carboxamide NC=1C(=NC(=CN1)Br)C(=O)NC1=CC(=NC=C1)C#CC(C)(C)O